4-(phenyl-(tetrahydro-2H-pyran-4-yl)methyl)-1,4-dihydropyrazolo[3',4':4,5]pyrrolo[3,2-b]pyridine C1(=CC=CC=C1)C(N1C2=C(C3=NC=CC=C31)NN=C2)C2CCOCC2